tert-butyl 4-((2-chloro-4-cyanobenzyl)carbamoyl)piperidine-1-carboxylate ClC1=C(CNC(=O)C2CCN(CC2)C(=O)OC(C)(C)C)C=CC(=C1)C#N